indole lactate (indole-3-lactate) N1C=C(C2=CC=CC=C12)CC(C(=O)O)O.C(C(O)C)(=O)O.N1C=CC2=CC=CC=C12